3-methoxycinnamoyl chloride COC=1C=C(C=CC(=O)Cl)C=CC1